Cyclohexyl ((7-(2-(4-(6-fluorobenzo[b]thiophen-4-yl)piperazin-1-yl)ethyl)-2-oxo-3,4-dihydroquinolin-1(2H)-yl)methyl) carbonate C(OC1CCCCC1)(OCN1C(CCC2=CC=C(C=C12)CCN1CCN(CC1)C1=CC(=CC=2SC=CC21)F)=O)=O